O1CCC(C=C1)=O 4-dihydropyranone